2-(2-oxo-1-pyrrolidinyl)butanoic acid O=C1N(CCC1)C(C(=O)O)CC